C1(=CC=CC=C1)CC(=O)O[C@@H]1[C@H](O[C@]([C@@H]1O)(C1=CC=C2C(=NC=NN21)NC(=O)OCCCCC)C#N)CO (2R,3S,4R,5R)-5-cyano-4-hydroxy-2-(hydroxymethyl)-5-(4-(((pentyloxy)carbonyl)amino)pyrrolo[2,1-f][1,2,4]triazin-7-yl)tetrahydrofuran-3-yl 2-phenylacetate